C(C)(C)(C)OC(=O)N[C@@H](CCS(=O)(=O)[O-])C1=CC(=CC(=C1)F)Cl (S)-2-((tert-Butoxycarbonyl)amino)-2-(3-chloro-5-fluorophenyl)ethylmethane-sulfonate